2',2'-difluorodeoxycytidine 5'-triphosphate P(O)(=O)(OP(=O)(O)OP(=O)(O)O)OC[C@@H]1[C@H](C([C@@H](O1)N1C(=O)N=C(N)C=C1)(F)F)O